CC=1C=NN(C1C1CCN(CC1)C1=CC(=NC(=N1)C(F)(F)F)C1(CC(C1)=O)C(=O)O)C1COC1 1-(6-(4-(4-methyl-1-(oxetan-3-yl)-1H-pyrazol-5-yl)piperidin-1-yl)-2-(trifluoromethyl)pyrimidin-4-yl)-3-oxocyclobutane-1-carboxylic acid